methyl 4-(bromomethyl)-2,6-difluorobenzoate BrCC1=CC(=C(C(=O)OC)C(=C1)F)F